1-(2-(methylthio)-4-((7-oxo-5,6,7,8-tetrahydro-1,8-naphthyridin-4-yl)oxy)phenyl)-3-(5-(trifluoromethyl)pyridin-3-yl)urea CSC1=C(C=CC(=C1)OC1=CC=NC=2NC(CCC12)=O)NC(=O)NC=1C=NC=C(C1)C(F)(F)F